2-[4-(2,2-Dimethylpropanoyl)phenoxy]ethyl 4-[(E)-3-oxo-3-phenylprop-1-enyl]benzoate O=C(/C=C/C1=CC=C(C(=O)OCCOC2=CC=C(C=C2)C(C(C)(C)C)=O)C=C1)C1=CC=CC=C1